C(C)C=1C(NC=2C=C(C=NC2C1)CN1C2CN(CC1CC2)C=2C=CC(=NC2)C(=O)NC)=O 5-(8-((7-Ethyl-6-oxo-5,6-dihydro-1,5-naphthyridin-3-yl)methyl)-3,8-diazabicyclo[3.2.1]oct-3-yl)-N-methylpyridineamide